androstene-3,17-dione-2,3,4-13C3 C[C@@]12C(C=C[C@H]1[C@@H]1CCC3[13CH2][13C]([13CH2]C[C@]3(C)[C@H]1CC2)=O)=O